ethyl (S)-3-(5-(4-(benzyloxy)butyl)-2-bromothiazol-4-yl)-2-((diphenylmethylene)amino)propanoate C(C1=CC=CC=C1)OCCCCC1=C(N=C(S1)Br)C[C@@H](C(=O)OCC)N=C(C1=CC=CC=C1)C1=CC=CC=C1